(±)-N-(3,5-difluorophenyl)-1-fluoro-6,7,8,9-tetrahydro-5H-5,8-epiminocyclohepta[c]-pyridine-10-carboxamide FC=1C=C(C=C(C1)F)NC(=O)N1C2CCC1CC=1C(=NC=CC12)F